C(C)(=O)N[C@H]1C[C@H](CCC1)C(=O)NC1=NC=C(C(=C1)C=1C=C(N2CC(CC12)(C)C)C(=O)N(C)C)Cl 7-(2-((1S,3R)-3-acetylaminocyclohexane-1-carboxamido)-5-chloropyridin-4-yl)-N,N,2,2-tetramethyl-2,3-dihydro-1H-pyrrolizine-5-carboxamide